(1-(trifluoromethyl)-1H-pyrazol-5-yl)methanone FC(N1N=CC=C1C=O)(F)F